2-chloro-4-((3-(3-(trifluoromethyl)-1H-pyrazol-4-yl)imidazo[1,2-a]pyrazin-8-yl)amino)benzoic acid ClC1=C(C(=O)O)C=CC(=C1)NC=1C=2N(C=CN1)C(=CN2)C=2C(=NNC2)C(F)(F)F